Tri-tert-butyl-phosphin C(C)(C)(C)P(C(C)(C)C)C(C)(C)C